BrC=1C=C(C=C2C(=C(C(=NC12)N1CCOCC1)C)C#N)Cl 8-bromo-6-chloro-3-methyl-2-morpholino-quinoline-4-carbonitrile